CN(CCN1CCN(CC1)C(=O)C1=CC=CC=2N(C(NC21)=O)C2CCC(CC2)C(=O)NC2=CC(=C(C=C2)C)OC)C 4-(4-{4-[2-(dimethylamino)ethyl]piperazine-1-carbonyl}-2-oxo-2,3-dihydro-1H-1,3-benzodiazol-1-yl)-N-(3-methoxy-4-methylphenyl)cyclohexane-1-carboxamide